1-[6-(trifluoromethyl)-1-[4-(trifluoromethyl)-phenyl]spiro[2,4-dihydro-quinoline-3,3'-pyrrolidine]-1'-yl]prop-2-en-1-one FC(C=1C=C2CC3(CN(CC3)C(C=C)=O)CN(C2=CC1)C1=CC=C(C=C1)C(F)(F)F)(F)F